4-(hydroxymethyl-Phosphono)-2-carbonylbutyric acid OCOP(=O)(O)CCC(C(=O)O)=C=O